1-[3-acetyl-6-[5-[(6-methylpyridazin-3-yl)amino]benzimidazol-1-yl]-2-pyridyl]triazole-4-carbonitrile C(C)(=O)C=1C(=NC(=CC1)N1C=NC2=C1C=CC(=C2)NC=2N=NC(=CC2)C)N2N=NC(=C2)C#N